O=N1=CC=CC=2C3CCC(C12)CC3 1-oxo-5,6,7,8-tetrahydro-5,8-ethano-1λ5-quinoline